calcium bis(2,2,2-trifluoroethyl) phosphate P(=O)(OCC(F)(F)F)(OCC(F)(F)F)[O-].[Ca+2].FC(COP(=O)(OCC(F)(F)F)[O-])(F)F